methyl 1-(4-bromobenzoyl)-5-methoxy-2-methyl-1H-indole-3-acetate BrC1=CC=C(C(=O)N2C(=C(C3=CC(=CC=C23)OC)CC(=O)OC)C)C=C1